C(C1=CC=CC=C1)(=O)N(C)C1=CC(=C(C(=N1)C(CCC(=O)O)=O)O)C#N 4-[6-(Benzoyl-N-methyl-amino)-4-cyano-3-hydroxy-pyridin-2-yl]-4-oxo-butyric acid